(13R)-13-methyl-19-(oxan-2-yl)-9-oxo-8,14-dioxa-5,10,19,20-tetraazatetracyclo[13.5.2.12,5.018,21]tricosa-1(20),2(23),3,15(22),16,18(21)-hexaene-4-carbonitrile C[C@@H]1CCNC(OCCN2C(=CC(C3=NN(C=4C=CC(O1)=CC34)C3OCCCC3)=C2)C#N)=O